thienothiophenedione S1(C=CC2=C1C=CS2=O)=O